bis(trimethylsilol) zirconium [Zr].CC1=C([SiH](C=C1)C)C.CC1=C([SiH](C=C1)C)C